C(C)(C)(C)C1CCC(CC1)C(COC)(COC)CCC(F)(F)F 2-(4-(tert-butyl)cyclohexyl)-2-(3,3,3-trifluoropropyl)-1,3-dimethoxypropane